5-chloro-6-isopropyl-9-methyl-1H-pyrazolo[4,3-g]Quinolin-7-ol ClC1=C(C(=NC2=C(C3=C(C=C12)C=NN3)C)O)C(C)C